tert-butyl 4-(6-(1,3-dimethyl-1H-pyrazol-4-yl)pyrazolo[1,5-a]pyridin-3-yl)piperazine-1-carboxylate CN1N=C(C(=C1)C=1C=CC=2N(C1)N=CC2N2CCN(CC2)C(=O)OC(C)(C)C)C